2-[(4-chlorobenzoyl)amino]-4-[2-phenoxyethyl-[4-(5,6,7,8-tetrahydro-1,8-naphthyridin-2-yl)butyl]amino]butanoic acid ClC1=CC=C(C(=O)NC(C(=O)O)CCN(CCCCC2=NC=3NCCCC3C=C2)CCOC2=CC=CC=C2)C=C1